S1C=NC2=C1C=CC(=C2)NC(=O)[C@H]2C[C@@H](N(CC2)S(=O)(=O)C2=CC1=C(N=CS1)C=C2)C trans-N-(benzo[d]thiazol-5-yl)-1-(benzo[d]thiazol-6-ylsulfonyl)-2-methylpiperidine-4-carboxamide